N[C@@H]1[C@@H](OCC12CCN(CC2)C2=C(N=C1C(=N2)NN=C1C#CC1=C(C=C(C(=C1)F)F)F)CO)C (6-((3S,4S)-4-amino-3-methyl-2-oxa-8-azaspiro[4.5]decan-8-yl)-3-((2,4,5-trifluorophenyl)ethynyl)-1H-pyrazolo[3,4-b]pyrazin-5-yl)methanol